6-chloro-3-[1-(difluoromethyl)pyrazol-4-yl]-4-methoxy-pyridazine ClC1=CC(=C(N=N1)C=1C=NN(C1)C(F)F)OC